2-isopropenyl-benzothiazole C(=C)(C)C=1SC2=C(N1)C=CC=C2